N(=[N+]=[N-])C(C(=O)NC1=NC=CC=C1C)(C)C1=CC=C(C=C1)CC(C)C 2-azido-2-(4-isobutylphenyl)-N-(3-methylpyridin-2-yl)propanamide